beta-Aspartylaspartic acid N[C@@H](CC(=O)N[C@@H](CC(=O)O)C(=O)O)C(=O)O